ethyl (R)-6-methyl-2-(2-((pyridin-2-ylmethyl)amino)ethyl)-4,5,6,7-tetrahydro-2H-pyrazolo[4,3-c]pyridine-3-carboxylate HCl Cl.C[C@@H]1CC=2C(CN1)=C(N(N2)CCNCC2=NC=CC=C2)C(=O)OCC